C(C)(C)(C)C1=C(C(=CC(=C1)C)CC1=C(C(=CC(=C1)C)C(C)(C)C)O)OC(C=C)=O.FC1=C(N)C(=CC=C1)C1=NOC(=N1)C(C)C 2-fluoro-6-(5-isopropyl-1,2,4-oxadiazol-3-yl)aniline 2-tert-butyl-6-(3-tert-butyl-2-hydroxy-5-Methylbenzyl)-4-methylphenylacrylate